(S)-1-(2-chlorophenyl)(phenyl)methanol ClC1=C(C=CC=C1)[C@@H](O)C1=CC=CC=C1